ClC=1C=NC(=C(C(=O)NC2CCC(CC2)CN2C(C(C3=CC=CC=C23)(O)C2=C(C=CC(=C2)OC)F)=O)C1)C 5-chloro-N-((1r,4r)-4-((3-(2-fluoro-5-methoxyphenyl)-3-hydroxy-2-oxoindolin-1-yl)methyl)cyclohexyl)-2-methylnicotinamide